(Z)-1,4-diethoxy-1,4-dioxobut-2-en C(C)OC(\C=C/C(=O)OCC)=O